(1-(3,5-dichlorophenyl)-3-azabicyclo[3.1.0]hex-3-yl)((5R)-7,7-dimethyl-5-phenyl-4,5,6,7-tetrahydropyrazolo[1,5-a]pyrimidin-3-yl)methanone ClC=1C=C(C=C(C1)Cl)C12CN(CC2C1)C(=O)C=1C=NN2C1N[C@H](CC2(C)C)C2=CC=CC=C2